N-(5-(3'-Methyl-2'-oxo-2',3'-dihydrospiro[cyclobutane-1,1'-pyrrolo[2,3-c]quinolin]-8'-yl)-2-(4-methylpiperazin-1-yl)pyridin-3-yl)methanesulfonamide CN1C(C2(C3=C1C=NC=1C=CC(=CC31)C=3C=C(C(=NC3)N3CCN(CC3)C)NS(=O)(=O)C)CCC2)=O